C(C)S(=O)(=O)C1=NN=C(O1)CNC(C1=CC=C(C=C1)C(F)(F)F)=O N-((5-(ethylsulfonyl)-1,3,4-oxadiazol-2-yl)methyl)-4-(trifluoromethyl)benzamide